NN1CN=C(C=C1NC1=CC=C(C=C1)C)Cl 3-amino-4-(4-methylanilino)-6-chloropyrimidine